N-(3-Amino-4-((2-chloro-5-fluorophenyl)amino)-1H-indazol-5-yl)-3-fluoro-5-(trifluoromethyl)benzamide NC1=NNC2=CC=C(C(=C12)NC1=C(C=CC(=C1)F)Cl)NC(C1=CC(=CC(=C1)C(F)(F)F)F)=O